6-[2-fluoro-4-[3-(2-oxoimidazolidin-1-yl)propoxy]phenoxy]-1-methyl-indazole-5-carboxylic acid FC1=C(OC2=C(C=C3C=NN(C3=C2)C)C(=O)O)C=CC(=C1)OCCCN1C(NCC1)=O